BUTAN-3-ONE-2-YL BUTANOATE C(CCC)(=O)OC(C)C(C)=O